C(C(C)C)OC(=O)N1CCC(CC1)OC=1C=C(C(=O)O)C=CN1 2-((1-(Isobutoxycarbonyl)piperidin-4-yl)oxy)isonicotinic acid